CC1=C2COC(C2=CC=C1C=O)=O 4-methyl-1-oxo-1,3-dihydroisobenzofuran-5-carbaldehyde